FC=1C=CC(=C(C1)CC(=O)OC(C)(C)C)NC(C1=CC(=C(C=C1)F)[N+](=O)[O-])=O tert-butyl 2-(5-fluoro-2-(4-fluoro-3-nitrobenzamido)phenyl)acetate